7-(1-(3-methylpyrazin-2-yl)piperidin-4-yl)-5-(2-(trifluoromethyl)benzyl)pyrido[2,3-b]pyrazin-6(5H)-one CC=1C(=NC=CN1)N1CCC(CC1)C1=CC=2C(=NC=CN2)N(C1=O)CC1=C(C=CC=C1)C(F)(F)F